F\C=C/1\[C@@H](CN(CC1)C)CO ((S)-(E)-4-fluoromethylene-1-methyl-3-piperidinyl)methanol